ClC=1C(=NC=CC1)C(=O)NC1=CC2=CN(N=C2C=C1OC)C1CCC(CC1)CN(C)C1CCN(CC1)C1=CC=CC=2N(C(N(C21)C)=O)C2C(NC(CC2)=O)=O 3-chloro-N-[2-[4-[[[1-[1-(2,6-dioxo-3-piperidyl)-3-methyl-2-oxo-benzimidazol-4-yl]-4-piperidyl]-methyl-amino]methyl]cyclohexyl]-6-methoxy-indazol-5-yl]pyridine-2-carboxamide